5,7-dibromo-1-isopropyl-3-methyl-1H-pyrazolo[4,3-b]pyridine BrC1=CC(=C2C(=N1)C(=NN2C(C)C)C)Br